diethanolamine dibromide [Br-].[Br-].N(CCO)CCO